N4-(2,3-dihydro-1H-inden-2-yl)-N2-(3-(methylsulfonamido)phenyl)thiophene-2,4-dicarboxamide C1C(CC2=CC=CC=C12)NC(=O)C=1C=C(SC1)C(=O)NC1=CC(=CC=C1)NS(=O)(=O)C